C1(CC1)OC=1C=C(C=NC1)C=1C=C2C=C(NC2=CC1)C1=CC(=NC=C1)C 5-(5-cyclopropoxy-pyridin-3-yl)-2-(2-methylpyridin-4-yl)-1H-indole